aminonaringenin N[C@@]1(OC=2C=C(C=C(C2C(C1)=O)O)O)C1=CC=C(O)C=C1